CN1C=NC(=C1)C(F)(F)F 1-Methyl-4-(trifluoromethyl)-1H-imidazole